2-(Boc-amino)-2-(tetrahydrofuran-3-yl)-acetic acid C(=O)(OC(C)(C)C)NC(C(=O)O)C1COCC1